N6,2-dimethyl-N6-(oxetan-3-yl)-8,9-dihydro-7H-cyclopenta[h]quinazoline-4,6-diamine CN(C=1C=C2C(=NC(=NC2=C2C1CCC2)C)N)C2COC2